butyl (1-(6-bromo-2-methylquinolin-4-yl)ethyl)carbamate BrC=1C=C2C(=CC(=NC2=CC1)C)C(C)NC(OCCCC)=O